(Z)-N'-(2-methyl-2-(methyl-d3)propanoyl-3,3,3-d3)-3-(3-(3-(pentafluoro-sulfaneyl)-5-(trifluoromethyl)phenyl)-1H-1,2,4-triazol-1-yl)acrylohydrazide CC(C(=O)NNC(\C=C/N1N=C(N=C1)C1=CC(=CC(=C1)C(F)(F)F)S(F)(F)(F)(F)F)=O)(C([2H])([2H])[2H])C([2H])([2H])[2H]